6-(2,6-dichlorophenyl)-2-[(4-{[2-(dimethylamino)ethyl]amino}phenyl)amino]imidazo[1,2-a]pyrimido[5,4-e]pyrimidin-5(6H)-one ClC1=C(C(=CC=C1)Cl)N1C=2N(C3=C(C1=O)C=NC(=N3)NC3=CC=C(C=C3)NCCN(C)C)C=CN2